1-[(5-methyl-2-propyl-phenyl)carbamothioyl]-3-[[4-[1-[4-(trifluoromethoxy)phenyl]-1H-1,2,4-triazol-3-yl]phenyl]methyl]urea CC=1C=CC(=C(C1)NC(=S)NC(=O)NCC1=CC=C(C=C1)C1=NN(C=N1)C1=CC=C(C=C1)OC(F)(F)F)CCC